FC=1C=C(C=CC1)N1C(NC(C12CCN(CC2)C2COC2)=O)=O 1-(3-fluorophenyl)-8-(oxetan-3-yl)-1,3,8-triazaspiro[4.5]decan-2,4-dione